CN(CCOC=1C=CC(=C(C(=O)N[C@H](C)C2=CC(=CC(=C2)C=2C=NN(C2)C)C2=CC=C3C=NN(C3=C2)C)C1)C)C (R)-5-(2-(dimethylamino)ethoxy)-2-methyl-N-(1-(3-(1-methyl-1H-indazol-6-yl)-5-(1-methyl-1H-pyrazol-4-yl)phenyl)ethyl)benzamide